ClC(CC(CC(CC(CCCC(OCCC)OC(CCCC(CC(CC(CC(C)Cl)C)C)C)OCCC)C)C)C)C 10-chloro-4,6,8-trimethylundecylpropoxymethyl ether